3,7-DIAMINO-10H-PHENOTHIAZINE NC=1C=CC=2NC3=CC=C(C=C3SC2C1)N